benzoic acid heptadecyl ester C(CCCCCCCCCCCCCCCC)OC(C1=CC=CC=C1)=O